2-(hydroxyimino)malonic acid ON=C(C(=O)O)C(=O)O